C1(CC1)C1=CC(=C(C(=C1)[N+](=O)[O-])N[C@H]1[C@H](CCC1)NC(=O)C1=CC(NC2=CC=CC=C12)=O)C(=O)N1CCN(CC1)C N-((1S,2R)-2-((4-cyclopropyl-2-(4-methylpiperazine-1-carbonyl)-6-nitrophenyl)amino)cyclopentyl)-2-oxo-1,2-dihydroquinoline-4-carboxamide